[C@H]12CC(C[C@H](CC1)N2)=CC=2N=CC(=NC2)C2=C(C=C(C=C2)N2C=NC=C2)O 2-(5-((Z)-((1r,5s)-8-azabicyclo[3.2.1]oct-3-ylidene)methyl)pyrazin-2-yl)-5-(1H-imidazol-1-yl)phenol